ClC1=CC=CC2=C1N=C(O2)[C@H]2CC[C@@H](CN2)NC(COC2=CC(=C(C=C2)Cl)F)=O N-[(3S,6R)-6-(4-Chloro-1,3-benzoxazol-2-yl)piperidin-3-yl]-2-(4-chloro-3-fluorophenoxy)acetamid